N-(1-methyl-1H-pyrazol-5-yl)pyrimidin-2-amine CN1N=CC=C1NC1=NC=CC=N1